(S)-2-(5-(3-chlorophenyl)-6-oxopyrimidin-1(6H)-yl)-N-(1-(4-(trifluoromethoxy)phenyl)ethyl)acetamide ClC=1C=C(C=CC1)C1=CN=CN(C1=O)CC(=O)N[C@@H](C)C1=CC=C(C=C1)OC(F)(F)F